CS(=O)(=O)OC1CNCCC1 piperidin-3-yl methanesulfonate